benzyl (E)-5-(3-ethoxy-3-oxoprop-1-en-1-yl)-4-methoxypyridinecarboxylate Methyl-(4S,5S)-5-methyl-2-phenyl-4,5-dihydrooxazole-4-carboxylate COC(=O)[C@H]1N=C(O[C@H]1C)C1=CC=CC=C1.C(C)OC(/C=C/C=1C(=CC(=NC1)C(=O)OCC1=CC=CC=C1)OC)=O